4-Chloro-2-nitro-1-phenoxybenzene ClC1=CC(=C(C=C1)OC1=CC=CC=C1)[N+](=O)[O-]